O1[C@H](C1)CCO 2-[(2S)-oxiran-2-yl]ethan-1-ol